[1-(2-thienyl)cyclopropyl]methanol S1C(=CC=C1)C1(CC1)CO